COC1=CC=C(CN2N=CC(=C2C=2C=NN3C2NCCC3)N)C=C1 1-(4-methoxybenzyl)-5-(4,5,6,7-tetrahydropyrazolo[1,5-a]pyrimidin-3-yl)-1H-pyrazol-4-amine